C(=O)(O)C1CC2(C(C(C1C2)C(=O)O)C(=O)O)CC(=O)OC(CC21CC(C(C(C2C(=O)O)C(=O)O)C1)C(=O)O)=O 3,5,6-tricarboxyl-norbornylacetic anhydride